C1NCC12CC(C2)CC=2C=CC=1N(C2)N=C(N1)C(F)(F)F 6-(2-azaspiro[3.3]heptan-6-ylmethyl)-2-(trifluoromethyl)-[1,2,4]triazolo[1,5-a]pyridine